5-amino-6,8-diethyl-2,3-dihydro-phthalazine-1,4-Dione NC1=C2C(NNC(C2=C(C=C1CC)CC)=O)=O